ClC=1C=CC(=C(C1)C=1C=C(C=2OCCNC2N1)NC1=C(C=NC=C1)C(=O)NCCNC)F 4-{[6-(5-chloro-2-fluorophenyl)-2h,3h,4h-pyrido[3,2-b][1,4]oxazin-8-yl]amino}-N-[2-(methylamino)ethyl]pyridine-3-carboxamide